ClC=1C=C(C=CC1)C(CO)NC(=O)C1=CN(C=C1)C1=NC(=NC=C1C)NC=1C=C2CC(NC2=CC1)=O N-(1-(3-chloro-phenyl)-2-hydroxy-ethyl)-1-(5-methyl-2-((2-oxoindolin-5-yl)amino)pyrimidin-4-yl)-1H-pyrrole-3-carboxamide